3-(methoxymethyl)-4-isoxazolecarboxylic acid COCC1=NOC=C1C(=O)O